C(C)[C@@H]1CN(C[C@@H]1C1=CN=C2N1C1=C(N=C2)NC=C1)C(=O)NC(C(F)(F)F)([2H])[2H] (3S,4R)-3-ethyl-4-(3H-imidazo[1,2-a]pyrrolo[2,3-e]pyrazin-8-yl)-N-(1,1-dideutero-2,2,2-trifluoroethyl)pyrrolidine-1-amide